NC1=C2C(=NC=N1)N(N=C2C#CC=2C=C(C=CC2C)NC(=O)N2OCC[C@@H]2C2=CC=C(C=C2)Cl)CC (R)-N-(3-((4-amino-1-ethyl-1H-pyrazolo[3,4-d]pyrimidin-3-yl)ethynyl)-4-methylphenyl)-3-(4-chlorophenyl)isoxazolidin-2-carboxamide